2-(3,3-difluoroazetidin-1-yl)-N-(4-(5-(difluoromethyl)-1,3,4-oxadiazol-2-yl)benzyl)-N-phenylethane-1-sulfonamide FC1(CN(C1)CCS(=O)(=O)N(C1=CC=CC=C1)CC1=CC=C(C=C1)C=1OC(=NN1)C(F)F)F